OC(C1=CC=C(C=C1)S(=O)(=O)OC1CS(C=C1)(=O)=O)C1=CC=CC=C1 1,1-dioxido-2,3-dihydrothiophen-3-yl 4-(hydroxy(phenyl)methyl)benzenesulfonate